N-(4-fluoro-5-(((2S,5R)-5-((6-methoxypyrimidin-4-yl)oxy)-2-methylpiperidin-1-yl)methyl)thiazol-2-yl)acetamide FC=1N=C(SC1CN1[C@H](CC[C@H](C1)OC1=NC=NC(=C1)OC)C)NC(C)=O